3-((2-(trimethylsilyl)ethoxy)methyl)pyrimidin-4(3H)-one C[Si](CCOCN1C=NC=CC1=O)(C)C